S(=O)(=O)(OCCCCCCCCCCCC)OCCCCCCCCCCCC.[Na] sodium dodecyl (lauryl) sulphate